Isopropyl((ethoxycarbonyl)(((1'R,2'R)-5'-methyl-4-pentyl-2'-(prop-1-en-2-yl)-6-((triethylsilyl)oxy)-1',2',3',4'-tetrahydro-[1,1'-biphenyl]-2-yl)oxy)phosphoryl)-L-Alanine C(C)(C)N([C@@H](C)C(=O)O)P(=O)(OC1=C(C(=CC(=C1)CCCCC)O[Si](CC)(CC)CC)[C@H]1[C@@H](CCC(=C1)C)C(=C)C)C(=O)OCC